(2R)-2-(6-{5-chloro-2-[(oxan-4-yl)amino]pyrimidin-4-yl}-1-oxo-2,3-dihydro-1H-isoindol-2-yl)-N-[(1S)-1-(2-chloro-5-methoxyphenyl)-2-hydroxyethyl]propanamide ClC=1C(=NC(=NC1)NC1CCOCC1)C1=CC=C2CN(C(C2=C1)=O)[C@@H](C(=O)N[C@H](CO)C1=C(C=CC(=C1)OC)Cl)C